5-((tert-butoxycarbonyl)amino)pentyl 1H-imidazole-1-carboxylate N1(C=NC=C1)C(=O)OCCCCCNC(=O)OC(C)(C)C